N[C@@H]1C2=CC=CC=C2CC12CCN(CC2)C=2C(=NC(=CN2)N2CCCC1=NC=CC=C21)CO {3-{(3S)-3-amino-1,3-dihydrospiro[indene-2,4'-piperidin]-1'-yl}-6-(1,2,3,4-tetrahydro-1,5-naphthyridin-1-yl)pyrazin-2-yl}methanol